[O-]CCCC.[O-]CCCC.[O-]CCCC.C1(=CC=CC=C1)[Ti+3] phenyl-titanium (iv) tributoxide